CC(C(=O)OCCOCC)C(C)=O ethoxy-ethyl 2-methyl-3-ketobutyrate